C(CCC)C(C1=CC2=CC=CC=C2C=C1)(P(O)(O)=O)CCCC.C1=C(C=CC2=CC=CC=C12)CP(OCCCC)(OCCCC)=O di-n-butyl 2-naphthylmethylphosphonate (dibutyl (naphthalen-2-ylmethyl)phosphonate)